C1(CCC1)CSC1=CC=C(C=C1)C(C)=NNC(N)=N 2-(1-(4-((Cyclobutylmethyl)thio)phenyl)ethylidene)hydrazine-1-carboximidamide